C1(CCCC1)P(C1=C(C=CC=C1)OC)C1CCCC1 dicyclopentyl-(2-methoxyphenyl)phosphine